CC1=CC=C(S1)CC=1NC(=NN1)C=1C=C(OC=2C=C3C(=CN2)NC=C3)C=CC1 5-(3-(5-((5-methylthiophen-2-yl)methyl)-4H-1,2,4-triazol-3-yl)phenoxy)-1H-pyrrolo[2,3-c]pyridine